OC=1C=C(CN)C=C(C1)O 3,5-dihydroxybenzylamine